C(C)[C@@H]1NC2=CC=CC=C2CC1 (S)-2-ethyl-1,2,3,4-tetrahydroquinoline